FC(CN1CCNCC[C@H]1C)F (R)-N-(2,2-difluoroethyl)-7-methyl-1,2,3,4,6,7-hexahydro-[1,4]diazepin